C(C)OC=1C=C(C=C(C1[C@H]1[C@@H](CCC(=C1)C)C(=C)C)O)CCCCC (1'R,2'R)-6-Ethoxy-5'-methyl-4-pentyl-2'-(prop-1-en-2-yl)-1',2',3',4'-tetrahydro-[1,1'-biphenyl]-2-ol